4-(2-ethoxy-1,1-dimethyl-2-oxo-ethyl)piperidine-1-carboxylic acid tert-butyl ester C(C)(C)(C)OC(=O)N1CCC(CC1)C(C(=O)OCC)(C)C